di(methyl)acrylic acid CC(=CC(=O)O)C